NC1=NC2=C(N1)C(=CC=C2C(=O)N2CCC=1N(N=C3CCN(C[C@@H]2C13)C(C=C)=O)C1=CC=C(C=C1)C(C)C)Br |o1:23| (S or R)-1-(5-(2-amino-7-bromo-1H-benzo[d]imidazole-4-carbonyl)-2-(4-isopropylphenyl)-2,3,4,5,5a,6,8,9-octahydro-7H-1,2,5,7-tetraazabenzo[cd]azulen-7-yl)prop-2-en-1-one